NC1=C2N=CN(C2=NC=N1)C[C@@H](C)OCP(OCCCSCCCCCCCCCCCCCCC#C)(O)=O 3-(hexadec-15-yn-1-ylthio)propyl hydrogen ((((R)-1-(6-amino-9H-purin-9-yl)propan-2-yl)oxy)methyl)phosphonate